C1(=CC=CC=C1)C(=CO[C@H](C(=O)OC)C)C Methyl (S)-2-((2-phenylprop-1-en-1-yl)oxy)propanoate